[B-](F)(F)(F)F.CC(N1C=C[N+](=C1)C)OC 1-methoxyethyl-3-methylimidazolium tetrafluoroborate